O[C@H](C)C1=NC=2C(=C3C(=NC2)N(C=C3)S(=O)(=O)C3=CC=CC=C3)N1C1CN(CC1)C(=O)C1=CC=C(C#N)C=C1 4-(3-(2-((R)-1-hydroxyethyl)-6-(benzenesulfonyl)imidazo[4,5-d]pyrrolo[2,3-b]pyridine-1(6H)-yl)pyrrolidine-1-carbonyl)benzonitrile